C(C)N(CCCOC1=C(C=C2C(=CC=NC2=C1)OC1=C(C=C(C=C1)NC(=O)C1(CC1)C(=O)NC1=CC=C(C=C1)F)F)OC)CC N-(4-{[7-{[3-(diethylamino)propyl]oxy}-6-(methyloxy)quinolin-4-yl]oxy}-3-fluorophenyl)-N'-(4-fluorophenyl)cyclopropane-1,1-dicarboxamide